3-(tetrahydro-2h-pyran-2-yl)-(4,4,5,5-tetra-methyl-1,3,2-dioxaborolan-2-yl)pyridine O1C(CCCC1)C=1C(=NC=CC1)B1OC(C(O1)(C)C)(C)C